6-(trifluoromethyl)-4-((triisopropylsilyl)ethynyl)pyridin-2(1H)-one FC(C1=CC(=CC(N1)=O)C#C[Si](C(C)C)(C(C)C)C(C)C)(F)F